methyl 5-(3-cyclopropylphenoxy)pyridazine-4-carboxylate C1(CC1)C=1C=C(OC=2C(=CN=NC2)C(=O)OC)C=CC1